N-(4-(dibenzo[b,d]furan-4-yl)phenyl)-N-(4-(4,4,5,5-tetramethyl-1,3,2-dioxaborolan-2-yl)phenyl)-[1,1'-biphenyl]-4-amine C1=CC=C(C=2OC3=C(C21)C=CC=C3)C3=CC=C(C=C3)N(C3=CC=C(C=C3)C3=CC=CC=C3)C3=CC=C(C=C3)B3OC(C(O3)(C)C)(C)C